NC1=C(C2=C(CN([C@@H](C2)C)C(=O)OC(C)(C)C)S1)C=1SC2=C(C=NC=C2)N1 tert-Butyl (R)-2-amino-5-methyl-3-(thiazolo[4,5-c]pyridin-2-yl)-4,7-dihydrothieno[2,3-c]pyridine-6(5H)-carboxylate